C1(CC1)N(CCC(C(=O)O)NC(=O)OC(C)C)CCCCC1=NC=2NCCCC2C=C1 4-[cyclopropyl-[4-(5,6,7,8-tetrahydro-1,8-naphthyridin-2-yl)butyl]amino]-2-(isopropoxycarbonylamino)butanoic acid